C(C)N(CCCSC1=C2CN(C(C2=CC=C1)=O)C1C(NC(CC1)=O)=O)CC 3-(4-((3-(diethylamino)propyl)thio)-1-oxoisoindolin-2-yl)piperidine-2,6-dione